(benzo[f]quinolin-3-ylmethyl)-2-vinyloxazole-4-carboxamide C1=CC(=NC=2C=CC3=C(C12)C=CC=C3)CC3=C(N=C(O3)C=C)C(=O)N